2-methyl-5-((N-methyl-6-phenylchroman-3-carboxamido)methyl)furan-3-carboxylic acid CC=1OC(=CC1C(=O)O)CN(C(=O)C1COC2=CC=C(C=C2C1)C1=CC=CC=C1)C